The molecule is a lipid A oxoanion obtained via deprotonation of the carboxy and phosphate OH groups of (KDO)2-(palmitoleoyl)-lipid IVA; major species at pH 7.3. It is a conjugate base of a (KDO)2-(palmitoleoyl)-lipid IVA. CCCCCCCCCCC[C@H](CC(=O)N[C@@H]1[C@H]([C@@H]([C@H](O[C@@H]1OP(=O)([O-])[O-])CO[C@H]2[C@@H]([C@H]([C@@H]([C@H](O2)CO[C@@]3(C[C@H]([C@H]([C@H](O3)[C@@H](CO)O)O)O[C@@]4(C[C@H]([C@H]([C@H](O4)[C@@H](CO)O)O)O)C(=O)[O-])C(=O)[O-])OP(=O)([O-])[O-])OC(=O)C[C@@H](CCCCCCCCCCC)O)NC(=O)C[C@@H](CCCCCCCCCCC)OC(=O)CCCCCCC/C=C\\CCCCCC)O)OC(=O)C[C@@H](CCCCCCCCCCC)O)O